N1=C(C=CC(=C1)C(=N)N)C1=NC=C(C=C1)C(=N)N bipyridine-5,5'-dicarboxamidine